NC(C(O)CO)CO 2-amino-1-hydroxylmethyl-1,3-propanediol